1-(4-(3-isopropyl-2-(2-methylpyridin-4-yl)-1H-indol-5-yl)piperidin-1-yl)propan-1-one methyl-2-(bromomethyl)-5-(trifluoromethyl)benzoate COC(C1=C(C=CC(=C1)C(F)(F)F)CBr)=O.C(C)(C)C1=C(NC2=CC=C(C=C12)C1CCN(CC1)C(CC)=O)C1=CC(=NC=C1)C